O1CCC(=CC1)C=1C(=CC(=C(C1)NC(=O)C1=CNC(C=C1C(F)(F)F)=O)N1C[C@H](N([C@H](C1)C)C)C)F |r| N-[5-(3,6-dihydro-2H-pyran-4-yl)-4-fluoro-2-[rac-(3R,5S)-3,4,5-trimethylpiperazin-1-yl]phenyl]-6-oxo-4-(trifluoromethyl)-1H-pyridine-3-carboxamide